5-(3-(((1r,4r)-4-(5-chloro-2-(dimethylamino)nicotinamido)cyclohexyl)methyl)-2-oxo-2,3-dihydro-1H-benzo[d]imidazol-1-yl)-N-methyl-picolinamide ClC=1C=NC(=C(C(=O)NC2CCC(CC2)CN2C(N(C3=C2C=CC=C3)C=3C=CC(=NC3)C(=O)NC)=O)C1)N(C)C